5-amino-2-chloro-4-iodobenzamide NC=1C(=CC(=C(C(=O)N)C1)Cl)I